FC(O[C@H]1C[C@H](C1)COC1=NN(C=C1)C1C2CC1(C2)C2C(OC1=C(C2)C=CC=C1)C(=O)N)(F)F 3-(4-{[cis-3-(trifluoromethoxy)cyclobutyl]methoxy-1H-pyrazol-1-yl}bicyclo[1.1.1]pentan-1-yl)-3,4-dihydro-2H-1-benzopyran-2-carboxamide